ethynyltrivinylsilane C(#C)[Si](C=C)(C=C)C=C